2-Di-tert-butylphosphino-2,4,6'-triisopropyl-1,1'-biphenyl C(C)(C)(C)P(C1(C(=CC=C(C1)C(C)C)C1=CC=CC=C1C(C)C)C(C)C)C(C)(C)C